7-Bromo-6-methyl-2,3-dihydrobenzofuran BrC1=C(C=CC=2CCOC21)C